2-({6-[(1,3-benzothiazol-2-yl)amino]-4,5-dimethylpyridazin-3-yl}amino)-5-[3-(2-fluorophenoxy)propyl]-1,3-thiazole-4-carboxylic acid S1C(=NC2=C1C=CC=C2)NC2=C(C(=C(N=N2)NC=2SC(=C(N2)C(=O)O)CCCOC2=C(C=CC=C2)F)C)C